ClC=1C=C(CC2=NC3=CC=C(C=C3C(=C2)N)C=2C(=NOC2C)C)C=CC1 (3-chlorobenzyl)-6-(3,5-dimethylisoxazol-4-yl)quinolin-4-amine